1-ethyl-9,10-bis(acetyloxy)anthracene (S)-2-amino-3,3-dimethylbutyrate HCl Cl.N[C@H](C(=O)O)C(C)(C)C.C(C)C1=CC=CC2=C(C3=CC=CC=C3C(=C12)OC(C)=O)OC(C)=O